N-[2-[[2-(carboxymethoxy)ethyl]amino]ethyl]-glycine C(=O)(O)COCCNCCNCC(=O)O